C(C1=CC=CC=C1)O[C@H]1[C@@H]([C@H](O[C@@H]([C@H]1OCC1=CC=CC=C1)OC)[Sn](CCCC)(CCCC)CCCC)O (2R,3S,4S,5S,6S)-4,5-bis(benzyloxy)-6-methoxy-2-(tributylstannyl)tetrahydro-2H-pyran-3-ol